NC1=NC(=C2C(=N1)N(N=C2)CC2=C(C=CC=C2F)F)C=2C(=C(C#N)C=CC2)F 3-[6-amino-1-[(2,6-difluorophenyl)methyl]pyrazolo[3,4-d]pyrimidine-4-yl]-2-fluoro-benzonitrile